1-((2R,3R,4S,5R)-4-((tert-butyldimethylsilyl)oxy)-3-hydroxy-5-(((2-sulfido-1,3,2-dithiaphospholan-2-yl)oxy)methyl)tetrahydrofuran-2-yl)-5-methylpyrimidine-2,4(1H,3H)-dione [Si](C)(C)(C(C)(C)C)O[C@H]1[C@H]([C@@H](O[C@@H]1COP1(SCCS1)=S)N1C(NC(C(=C1)C)=O)=O)O